N-(2-(4-benzylpiperidin-1-yl)ethyl)-N-phenylpropionamide C(C1=CC=CC=C1)C1CCN(CC1)CCN(C(CC)=O)C1=CC=CC=C1